(+/-)-3-(3-fluorophenyl)-2-hydroxypropanenitrile FC=1C=C(C=CC1)C[C@H](C#N)O |r|